4-amino-4'-chloro-5-(3-sulfamoylphenoxy)-[1,1'-biphenyl]-3-carboxamide NC1=C(C=C(C=C1OC1=CC(=CC=C1)S(N)(=O)=O)C1=CC=C(C=C1)Cl)C(=O)N